COCCOCCN(C(OCSC1=NC(C2=C(N1CCOC(C)C)C=CN2)=O)=O)C {{4-Oxo-1-[2-{propan-2-yloxy}ethyl]-1H,4H,5H-pyrrolo[3,2-d]pyrimidin-2-yl}sulfanyl}methyl N-[2-(2-methoxyethoxy)ethyl]-N-methylcarbamate